[Cl-].[Cl-].C(C)(C)=[Zr+2](C1C2=CC=CC=C2C=2C=CC=CC12)C1C=CC=C1 isopropylidene-(cyclopentadienyl)(9-fluorenyl)zirconium dichloride